2-(4-acetylaminophenyl)-N-((5-(2,6-dioxopiperidin-3-yl)-4-oxo-5,6-dihydro-4H-thieno[3,4-c]pyrrol-1-yl)methyl)-2-oxoacetamide C(C)(=O)NC1=CC=C(C=C1)C(C(=O)NCC=1SC=C2C1CN(C2=O)C2C(NC(CC2)=O)=O)=O